[F].C(C1=CC=CC=C1)[N+](CCO)(CCO)CCO benzyl-tris(2-hydroxyethyl)ammonium fluorine